6-(2,5-dimethyl-4-(4-phenoxybenzyl)thiophene-3-carboxamido)spiro[3.3]heptane-2-carboxylic acid CC=1SC(=C(C1C(=O)NC1CC2(CC(C2)C(=O)O)C1)CC1=CC=C(C=C1)OC1=CC=CC=C1)C